[amino(3-{2-benzenesulfonamido-2-[5-(trifluoromethyl)-1,3-benzothiazol-2-yl]ethyl}phenyl)methylidene]amino acetate C(C)(=O)ON=C(C1=CC(=CC=C1)CC(C=1SC2=C(N1)C=C(C=C2)C(F)(F)F)NS(=O)(=O)C2=CC=CC=C2)N